3-(difluoromethyl)-2-fluorophenethylamine FC(C=1C(=C(CCN)C=CC1)F)F